C(C1=CC=CC=C1)(=O)C1=C(O)C=C(C=C1O)O benzoyl-phloroglucinol